N-(3',4'-dichloro-5-fluorobiphenyl-2-yl)-1,3-dimethyl-1H-pyrazole-4-carboxamide ClC=1C=C(C=CC1Cl)C1=C(C=CC(=C1)F)NC(=O)C=1C(=NN(C1)C)C